C1(CC1)N1C=NC(=C1)C=1C=C(C=CC1NC1=NC=CC(=C1)C(F)(F)F)S(=O)(=O)N(C)CC1=CC=C(C=C1)OC 3-(1-Cyclopropylimidazol-4-yl)-N-[(4-methoxyphenyl)methyl]-N-methyl-4-[[4-(trifluoromethyl)-2-pyridyl]amino]benzenesulfonamide